COC=1C=C(C=CC1)C\C(\C)=N\S(=O)C(C)(C)C (E)-N-(1-(3-methoxyphenyl)prop-2-ylidene)-2-methylpropane-2-sulfinamide